3-(5-cyano-4-((3-methoxycyclobutyl)amino)pyridin-2-yl)-1-(6-formyl-5-((4-methyl-2-oxopiperazin-1-yl)methyl)pyridin-2-yl)-1-methylurea C(#N)C=1C(=CC(=NC1)NC(N(C)C1=NC(=C(C=C1)CN1C(CN(CC1)C)=O)C=O)=O)NC1CC(C1)OC